CN(C)CC1=C(C=CC(=N1)NC(OC(C)(C)C)=O)C1COCC1 tert-butyl (6-((dimethylamino)methyl)-5-(tetrahydrofuran-3-yl) pyridin-2-yl)carbamate